C(C)(C)(C)OC(=O)N1CCC(CC1)N=C=O 1-(tert-butoxycarbonyl)piperidin-4-yl isocyanate